(3-(2,4-difluorophenoxy)-4-methyl-5-nitrophenyl)-7-methoxy-1-methyl-1H-pyrrolo[2,3-c]pyridine FC1=C(OC=2C=C(C=C(C2C)[N+](=O)[O-])C2=CC=3C(=C(N=CC3)OC)N2C)C=CC(=C1)F